BrC1=C2C(=CCC2=CC=C1)C 4-Bromo-3-methyl-1H-indene